N-(2-(7-fluoro-5-methoxy-1H-indol-3-yl)ethyl)-N-propyl-propan-1-amine FC=1C=C(C=C2C(=CNC12)CCN(CCC)CCC)OC